COC(NC1=NC=CC(=C1)C=1C=C(NC(C1)=O)C=1C(=NN(C1)CC)C(F)(F)F)=O N-[4-[2-[1-ethyl-3-(trifluoromethyl)pyrazol-4-yl]-6-oxo-1H-pyridin-4-yl]-2-pyridinyl]carbamic acid methyl ester